C1=CC=CC=2C3=CC=CC=C3C(C12)COC(=O)[C@](N)(CCCCNC(=O)OC(C)(C)C)C(=O)O 2-(((9H-fluoren-9-yl)methoxy)carbonyl)-N6-(tert-butyloxycarbonyl)-L-lysine